BrC1=C2C=CC=NC2=CC=C1 5-Bromo-quinoline